3-[(4-fluorophenyl)methyl]-2,2-dimethyl-6-{[2-(1-methylpyrazol-4-yl)-4-pyridyl]oxy}-1,3-benzoxazin-4-one FC1=CC=C(C=C1)CN1C(OC2=C(C1=O)C=C(C=C2)OC2=CC(=NC=C2)C=2C=NN(C2)C)(C)C